8-benzyl-2-benzylidene-6-(3-((tert-butyldimethylsilyl)oxy)phenyl)imidazo[1,2-a]pyrazin-3(2H)-one C(C1=CC=CC=C1)C=1C=2N(C=C(N1)C1=CC(=CC=C1)O[Si](C)(C)C(C)(C)C)C(C(N2)=CC2=CC=CC=C2)=O